C1(CCC1)CN(C1=C(C(=O)NC=2SC(=CN2)CC)C=C(C=C1)S(N(C)C)(=O)=O)C 2-((cyclobutylmethyl)(methyl)amino)-5-(N,N-dimethylsulfamoyl)-N-(5-ethylthiazol-2-yl)benzamide